Bis(butylcyclopentadienyl)titanium dichloride [Cl-].[Cl-].C(CCC)C1(C=CC=C1)[Ti+2]C1(C=CC=C1)CCCC